2-methyl-6,7-naphthoquinone CC1=CC2=CC(C(C=C2C=C1)=O)=O